COC=1N=C2C(=C3C(=NC2=CC1OC)CCCCC3)NC3CCN(CC3)CC N-{2,3-dimethoxy-6H,7H,8H,9H,10H-cyclohepta[b]1,5-naphthyridin-11-yl}-1-ethylpiperidin-4-amine